[Al].[V].[Nb] niobium vanadium-aluminum